ClC1=C2C(=NC=C1)C=C(N2)C2=CC=CC=C2 7-chloro-2-phenyl-1H-pyrrolo[3,2-b]pyridine